CC(CNC(C1=CN=CC(=C1N1CC2(CCCN2)CC1)C1=CC(=CC(=C1)F)F)=O)CC N-2-methylbutyl-4-(1,7-diaza-7-spiro[4.4]nonyl)-5-(3,5-difluorophenyl)nicotinamide